CON=C(N)C=1C(=NC=CN1)C(C)NC(C1=CC(=CC(=C1)C(F)(F)F)C(F)(F)F)=O N-[1-[3-[N'-methoxycarbamimidoyl]pyrazin-2-yl]ethyl]-3,5-bis(trifluoromethyl)benzamide